6-carbamoyl-3-(4-methylpiperazin-1-yl)-1,2,4-triazine C(N)(=O)C1=CN=C(N=N1)N1CCN(CC1)C